CC1=NC(=CC2=C1N=C(S2)NC(C2=CC=CC=C2)=O)C N-(4,6-dimethylthiazolo[4,5-c]pyridin-2-yl)benzamide